(5-(4-bromophenyl)-1,1-difluoropent-1-en-2-yl)naphthalene BrC1=CC=C(C=C1)CCCC(=C(F)F)C1=CC=CC2=CC=CC=C12